(5aR,6S,7S,8R,8aS)-7-((dimethylamino)methyl)-8,8a-dihydroxy-1-methoxy-6-phenyl-5a-(4-(trifluoromethyl)phenyl)-5a,7,8,8a-tetrahydro-6H-cyclopenta[4,5]furo[3,2-c]pyridine-3-carbonitrile CN(C)C[C@@H]1[C@H]([C@]2([C@](C=3C(=NC(=CC3O2)C#N)OC)([C@@H]1O)O)C1=CC=C(C=C1)C(F)(F)F)C1=CC=CC=C1